FC(CN1[C@@H](C=2NC3=CC=CC=C3C2C[C@H]1C)C1=CN=C(S1)CC1CN(C1)CCCF)(C)F 5-((1S,3R)-2-(2,2-Difluoropropyl)-3-methyl-2,3,4,9-tetrahydro-1H-pyrido[3,4-b]indol-1-yl)-2-((1-(3-fluoropropyl)azetidin-3-yl)methyl)thiazole